(E)-1-(2-benzylideneethyl)-4-oxo-3-phenyl-4H-pyrido[1,2-a]pyrimidin-1-ium-2-ol C(/C1=CC=CC=C1)=C\C[N+]1=C2N(C(C(=C1O)C1=CC=CC=C1)=O)C=CC=C2